O=C1C(=NC=CN1)C(F)(F)F 6-Oxo-5-(trifluoromethyl)-1,6-dihydropyrazine